CC(C)C1=[C-]CC=C1.CC(C)C1=[C-]CC=C1.CC(C)C1=[C-]CC=C1.[Y+3] tris(n-propylcyclopentadienyl)yttrium